methyl (E)-3-(4-acetylthiophen-2-yl)acrylate C(C)(=O)C=1C=C(SC1)/C=C/C(=O)OC